O=C1NC(CCC1N1C(C=2C=C3C(=CC2C1=O)OC1(CNCC1)CC3)=O)=O 7-(2,6-dioxopiperidin-3-yl)-3,4-dihydro-6H-spiro[pyrano[2,3-f]isoindole-2,3'-Pyrrolidine]-6,8(7H)-dione